FC(C1(CC1)C=1N=C2N(N=C(C=C2C2(CC2)C(F)(F)F)C=2C(NC(NC2)=O)=O)C1)(F)F 5-[2,8-bis[1-(trifluoromethyl)cyclopropyl]imidazo[1,2-b]pyridazin-6-yl]-1H-pyrimidine-2,4-dione